C[C@@H]1CC=2C(CN1C(=O)OC(C)(C)C)=NNC2 Tert-butyl (5R)-5-methyl-2,4,5,7-tetrahydropyrazolo[3,4-c]pyridine-6-carboxylate